C1=CC=CC=2C3=CC=CC=C3C(C12)COC(=O)N[C@@H](C(=O)O)[C@@H](CC)C (2R,3R)-2-(9H-fluoren-9-ylmethoxycarbonylamino)-3-methyl-pentanoic acid